C(C1=CC=CC=C1)N(CC1=NC=CC=C1)C(C1=NC=CC=C1)C1=NC=CC=C1 N-benzyl-N-(pyridin-2-yl-methyl)-bis(pyridin-2-yl)methylamine